ClC=1C=C(C=C(C1)Cl)C(=O)N1CC2=CC(=CC=C2C(C1)(C)C)N1CCC(CC1)N1CCOCC1 (3,5-dichlorophenyl)(4,4-dimethyl-7-(4-morpholinopiperidin-1-yl)-3,4-dihydroisoquinolin-2(1H)-yl)methanone